O1N=C(N=C1CC(=O)O)CC(=O)O 2,2'-(1,2,4-oxadiazol-3,5-diyl)diacetic acid